COCCS(=O)(=O)N 2-methoxyEthyl-sulfonamide